NC1=NC(=CC(=N1)N1CCC2(C[C@H](NC2)C(=O)OCC)CC1)O[C@@H](C(F)(F)F)C1=CC=C(C=C1)C=1C=C2COC(C2=CC1)=O (S)-ethyl 8-(2-amino-6-((R)-2,2,2-trifluoro-1-(4-(1-oxo-1,3-dihydroisobenzofuran-5-yl)phenyl)ethoxy)pyrimidin-4-yl)-2,8-diazaspiro[4.5]decane-3-carboxylate